ClC=1C=C(C=CC1O)C[C@@H](CNC(=O)[C@H]1[C@](C1)(C1=CC=CC=C1)C)N(C)C (1R,2S)-N-((S)-3-(3-chloro-4-hydroxyphenyl)-2-(dimethylamino)propyl)-2-methyl-2-phenylcyclopropane-1-carboxamide